IC1=C(C(=NC=C1)C#N)N1CCC(CC1)C1=NN=CN1C iodo-3-[4-(4-methyl-1,2,4-triazol-3-yl)piperidin-1-yl]pyridine-2-carbonitrile